N-(4-fluorophenyl)pyrrolidin-2-one-13C FC1=CC=C(C=C1)N1[13C](CCC1)=O